4-(3-bromopropyl)-N-(3-(5-chloro-1H-indol-3-yl)propyl)benzenesulfonamide BrCCCC1=CC=C(C=C1)S(=O)(=O)NCCCC1=CNC2=CC=C(C=C12)Cl